SC1=CC=CC=2NN=NC21 mercapto-1,2,3-benzotriazole